1-(1H-1,2,4-triazol-1-yl)-2-butanol N1(N=CN=C1)CC(CC)O